CC1=C(C=CC=C1)CN1C(CCC1=O)CC(=O)N1C(CCCC1)C(=O)OCC ethyl 1-[2-[1-[(2-methylphenyl)methyl]-5-oxopyrrolidin-2-yl]acetyl]piperidine-2-carboxylate